C1=2N3C=C(N=C3CN=CC2C=CN=C1)C(=O)N 2,5,8,13-tetrazatricyclo[8.4.0.02,6]tetradeca-1(10),3,5,8,11,13-hexaene-4-carboxamide